C(C)(=O)N1CCN(CC1)CC1=CC=C(C=C1)C1=NC(NC(=C1)C1=CC=C(C=C1)Br)=O 4-{4-[(4-Acetylpiperazin-1-yl)methyl]phenyl}-6-(4-bromophenyl)-1,2-dihydropyrimidin-2-one